FC(C1=CC=C(C=C1)N1CC(CC2=CC=CC=C12)C(C)NC(C=C)=O)(F)F N-(1-(1-(4-(trifluoromethyl)phenyl)-1,2,3,4-tetrahydroquinolin-3-yl)ethyl)acrylamide